5-(4-(3-Amino-5-ethynylpyridin-4-yl)-2-chloro-5-fluorobenzamido)-3-chloro-N-(2-(ethylthio)ethyl)pyridinecarboxamide NC=1C=NC=C(C1C1=CC(=C(C(=O)NC=2C=C(C(=NC2)C(=O)NCCSCC)Cl)C=C1F)Cl)C#C